(R)-2-chloro-8-methyl-8-(trifluoromethyl)-7,8-dihydro-6H-pyrazolo[1,5-a]pyrrolo[2,3-e]pyrimidine ClC1=NN2C(N=CC3=C2[C@@](CN3)(C(F)(F)F)C)=C1